5-(4-chloro-2-fluorophenyl)-2,3-dimethyl-7-((2r,4r)-2-(3-pyridyl)tetrahydro-2H-pyran-4-yl)pyrido[4,3-d]pyrimidin-4(3H)-one ClC1=CC(=C(C=C1)C1=NC(=CC=2N=C(N(C(C21)=O)C)C)[C@H]2C[C@@H](OCC2)C=2C=NC=CC2)F